1-(2,4,5-trifluorobenzyl)-6-(6-chloro-2-methyl-2H-indazol-5-ylamino)-3-((1-(2H3)methyl-1H-1,2,4-triazol-3-yl)methyl)pyrimidine-2,4(1H,3H)-dione FC1=C(CN2C(N(C(C=C2NC2=CC3=CN(N=C3C=C2Cl)C)=O)CC2=NN(C=N2)C([2H])([2H])[2H])=O)C=C(C(=C1)F)F